N=1N=CN(C1)[C@H]1CN(CC1)C(=O)N1CC(C1)C=1C=NC(=CC1)OC1=CC=C(C=C1)OC(F)(F)F [(3R)-3-(1,2,4-Triazol-4-yl)pyrrolidin-1-yl]-[3-[6-[4-(trifluoromethoxy)phenoxy]-3-pyridyl]azetidin-1-yl]methanone